C(C)OC(C)(OC(C)OC(=O)C1C2C=CC(C1)C2)C 5-(1-(1-ethoxy-1-methylethyloxy)ethoxycarbonyl)-bicyclo[2.2.1]Hept-2-ene